tert-butyl (2-(benzo[d]thiazol-6-yl)ethyl)carbamate S1C=NC2=C1C=C(C=C2)CCNC(OC(C)(C)C)=O